N-[3-[3-benzoylpropyl-(methyl)amino]propyl]benzamide C(C1=CC=CC=C1)(=O)CCCN(CCCNC(C1=CC=CC=C1)=O)C